(Z)-7-(5-(2-bromo-4-methoxybenzylidene)-2,4-dioxathiazolidin-3-yl)-N-hydroxyheptanamide BrC1=C(\C=C/2\ON(OS2)CCCCCCC(=O)NO)C=CC(=C1)OC